C(C1CO1)OC1=CC=CC2=CC=CC(=C12)OCC1CO1 1,8-bis(glycidoxy)naphthalene